NC1=CC=C(C=N1)/C=C/C(=O)NCC=1OC2=C(C1)C=C(C=C2C2=CC=C(C=C2)F)C2=NC=C(C=C2)OC2=CC=C(C=C2)F (E)-3-(6-amino-pyridin-3-yl)-N-((5-(5-(4-fluoro-phenoxy)pyridin-2-yl)-7-(4-fluoro-phenyl)benzo-furan-2-yl)methyl)acrylamide